C(C)(C)C=1C(=NNC1C=1C=C(C=2N(C1)N=CN2)OC)C2=CC=C(C=N2)N2CCN(CC2)C2CCS(CC2)(=O)=O 4-(4-(6-(4-isopropyl-5-(8-methoxy-[1,2,4]triazolo[1,5-a]pyridin-6-yl)-1H-pyrazol-3-yl)pyridin-3-yl)piperazin-1-yl)tetrahydro-2H-thiopyran 1,1-dioxide